COCCC1=C(C=CC=C1)NC(=O)C=1SC=CC1 N-(2-(2-methoxyethyl)phenyl)thiophene-2-carboxamide